C(C)OC(=O)C=1C=C2N(C3=CC=C(C=C3N=C2NCC2=CC=C(C=C2)OC)C2=NN(C=C2)C2OCCCC2)C1 4-((4-methoxybenzyl)amino)-7-(1-(tetrahydro-2H-pyran-2-yl)-1H-pyrazol-3-yl)pyrrolo[1,2-a]quinoxaline-2-carboxylic acid ethyl ester